NC1=CC(=C(C(=C1)F)C=1CCN(CC1)C(=O)OC(C)(C)C)F tert-butyl 4-(4-amino-2,6-difluorophenyl)-3,6-dihydropyridine-1(2H)-carboxylate